C(C1=CC=CC=C1)N1C(C(C2=CC=CC=C12)(O)CC(=O)C1=CC=C(C=C1)CCCCCC)=O 1-benzyl-3-(2-(4-hexylphenyl)-2-oxoethyl)-3-hydroxyindol-2-one